6-chloro-8-hydrazinyl-3-iodoimidazo[1,2-b]pyridazine ClC=1C=C(C=2N(N1)C(=CN2)I)NN